BrC1=CC=C(OC2(COC2)C)C=C1 3-(4-bromophenoxy)-3-methyl-oxetane